C1(=CC=CC=C1)NC(=O)NC(C(F)(F)F)(C)[C@]1(CN(CC1)C(C)(C)C=1C=NC(=CC1)C)CCC=1SC(=CC1)F |o1:16| 1-phenyl-3-(1,1,1-trifluoro-2-((R or S)-3-(2-(5-fluorothiophen-2-yl)ethyl)-1-(2-(6-methylpyridin-3-yl)propan-2-yl)pyrrolidin-3-yl)propan-2-yl)urea